C(C1=CC=CC=C1)OCCC(N1N=CC(=C1)[N+](=O)[O-])C1=C(N=NC(=C1)Cl)OC 4-[3-benzyloxy-1-(4-nitropyrazol-1-yl)propyl]-6-chloro-3-methoxy-pyridazine